4-(4-chlorophenyl)-3-(3-fluorophenyl)-1-mesityl-1H-pyrazole ClC1=CC=C(C=C1)C=1C(=NN(C1)C1=C(C=C(C=C1C)C)C)C1=CC(=CC=C1)F